2-(4-((2,4-dioxo-3-phenethyl-3,4-dihydroquinazolin-1(2H)-yl)methyl)phenyl)-2,2-difluoro-N-hydroxyacetamide O=C1N(C2=CC=CC=C2C(N1CCC1=CC=CC=C1)=O)CC1=CC=C(C=C1)C(C(=O)NO)(F)F